3-(3,10-dimethyl-2,3,4,4a,5,6-hexahydro-1H-pyrazino[1,2-a]quinolin-8-yl)-7-fluoro-6-(8-methyl-2,3-dihydro-1H-pyrido[2,3-b][1,4]oxaAzin-7-yl)isoquinoline-3,8-diamine CN1CC2N(C3=C(C=C(C=C3CC2)C2(NC=C3C(=C(C(=CC3=C2)C2=C(C3=C(OCCN3)N=C2)C)F)N)N)C)CC1